S1C2=C(C=C1)C=C(C=C2)C=2C=C1CCN(CC1=CC2)C(=O)NC2=CNC1=CC(=C(C=C21)F)F 6-(benzo[b]thiophen-5-yl)-N-(5,6-difluoro-1H-indol-3-yl)-3,4-dihydroisoquinoline-2(1H)-Formamide